N-[6-(methoxymethyl)pyrimidin-4-yl]-5-[2-methyl-4-[(3S)-1-methylpyrrolidin-3-yl]oxy-pyrazol-3-yl]pyrazolo[1,5-a]pyridin-2-amine COCC1=CC(=NC=N1)NC1=NN2C(C=C(C=C2)C=2N(N=CC2O[C@@H]2CN(CC2)C)C)=C1